(E)-1-(4-bromophenyl)-3-(p-tolylamino)prop-2-en-1-one BrC1=CC=C(C=C1)C(\C=C\NC1=CC=C(C=C1)C)=O